OC1=CC=C(C=2CC3=C(C(=C(C=C3C(C12)=O)OC1=CC=CC=C1)O)O)O 1,4,5,6-tetrahydroxy-7-phenyloxyanthrone